2,4-dichlorophenyl peroxide ClC1=C(C=CC(=C1)Cl)OOC1=C(C=C(C=C1)Cl)Cl